ClC=1C=CC(=C(C1)C1=NN(C=C1NC(=O)C=1C=NN2C1N=CC=C2)CC(=O)N2CCN(CC2)CC)OC(F)F Pyrazolo[1,5-a]pyrimidine-3-carboxylic acid {3-(5-chloro-2-difluoromethoxy-phenyl)-1-[2-(4-ethyl-piperazin-1-yl)-2-oxo-ethyl]-1H-pyrazol-4-yl}-amide